O=C1OC(=CC(=C1)NC1=CC=CC=C1)C(=O)N oxo-4-(phenylamino)-2H-pyran-6-carboxamide